1-methyl-1-heptylpiperidinium C[N+]1(CCCCC1)CCCCCCC